N-(4-(1-(cyclopropanecarbonyl)indolin-5-yl)-5-methylthiazol-2-yl)-2-(3-(2-(2-((2-(2,6-dioxopiperidin-3-yl)-1,3-dioxoisoindolin-4-yl)amino)ethoxy)ethoxy)-4-fluorophenyl)acetamide C1(CC1)C(=O)N1CCC2=CC(=CC=C12)C=1N=C(SC1C)NC(CC1=CC(=C(C=C1)F)OCCOCCNC1=C2C(N(C(C2=CC=C1)=O)C1C(NC(CC1)=O)=O)=O)=O